N1C(=NC=C1)C1=CC=C(C(=N1)C)N1CCNCC1 1-(6-(1H-imidazol-2-yl)-2-methylpyridin-3-yl)piperazine